aminopropyl-vinyldiethoxysilane tert-butyl-(3S)-3-hydroxy-4-{6-[6-(methoxymethoxy)-2-methylindazol-5-yl]-1,5-naphthyridin-2-yl}piperidine-1-carboxylate C(C)(C)(C)OC(=O)N1C[C@H](C(CC1)C1=NC2=CC=C(N=C2C=C1)C1=CC2=CN(N=C2C=C1OCOC)C)O.NCCC[Si](OCC)(OCC)C=C